CC(C(=O)OCCNC(=O)NC1=CC=C(C=C1)SSC1=CC=C(C=C1)NC(=O)NCCOC(C(=C)C)=O)=C.ClC1=CC=C(C=C1Cl)CO (4,5-dichlorophenyl)methanol ((((disulfanediylbis(4,1-phenylene))bis(azanediyl))bis(carbonyl))bis(azanediyl))bis(ethane-2,1-diyl) bis(2-methylacrylate)